FC1C(OC2=NC=C(C=C21)C(=O)NC2=NC(=CC=C2)C=2C=NN(C2)C)(C)C Fluoro-2,2-dimethyl-N-(6-(1-methyl-1H-pyrazol-4-yl)pyridin-2-yl)-2,3-dihydrofuro[2,3-b]pyridine-5-carboxamide